5-chloro-4-(2-methoxy-5-nitrophenoxy)-N-(1-methyl-1H-pyrazol-4-yl)pyrimidin-2-amine ClC=1C(=NC(=NC1)NC=1C=NN(C1)C)OC1=C(C=CC(=C1)[N+](=O)[O-])OC